O1CCC2=C1C=C(C=C2)C2CN(CC2)C(=O)C2=CC(=NN2)C2=CN=NC=C2 [3-(2,3-dihydrobenzofuran-6-yl)pyrrolidin-1-yl]-(3-pyridazin-4-yl-1H-pyrazol-5-yl)methanone